4-(6,7-dimethoxyquinazolin-4-yl)-1,4-diazepane-1-sulfonamide hydrochloride Cl.COC=1C=C2C(=NC=NC2=CC1OC)N1CCN(CCC1)S(=O)(=O)N